ClC=1C2=C(N=CN1)N(C(=C2)C2=CC=C(N)C=C2)COCC[Si](C)(C)C 4-(4-chloro-7-{[2-(trimethylsilyl)ethoxy]methyl}-7H-pyrrolo[2,3-d]pyrimidin-6-yl)aniline